O=C1NC(CCC1N1C(N(C2=C1C=CC(=C2)NCCCCCC(=O)OC(C)(C)C)C)=O)=O tert-butyl 6-[[1-(2,6-dioxopiperidin-3-yl)-3-methyl-2-oxo-1,3-benzodiazol-5-yl]amino]hexanoate